COC=1C=C2CN(C=3C4=C(C=CC3C2=CC1OC)C=C1C(=C4)OCO1)CCN1CCN(CC1)C 2,3-Dimethoxy-12-(2-(4-methylpiperazin-1-yl)ethyl)-12,13-dihydro-[1,3]dioxolo[4',5':4,5]benzo[1,2-c]phenanthridine